2-(2-methoxy-5-(methoxymethyl)phenyl)-4,4,5,5-tetramethyl-1,3,2-dioxaborolane COC1=C(C=C(C=C1)COC)B1OC(C(O1)(C)C)(C)C